N=1C(=NN2C1C=CC=C2)C=2C=C1C=CN(C(C1=CC2F)=O)C[C@H](C[C@H](C)NC=2C=NNC(C2C(F)(F)F)=O)O 6-([1,2,4]triazolo[1,5-a]pyridin-2-yl)-7-fluoro-2-((2S,4S)-2-hydroxy-4-((6-oxo-5-(trifluoromethyl)-1,6-dihydropyridazin-4-yl)amino)pentyl)isoquinolin-1(2H)-one